[NH+]#CC(=O)O Nitrilioacetic acid